1-(2-(4-methoxyphenyl)thiazol-4-yl)ethanone COC1=CC=C(C=C1)C=1SC=C(N1)C(C)=O